methyl (CIS)-3-(2-hydroxy-5-methylthiazol-4-yl)-2-((((CIS)-4-phenyl-cyclohexyl)oxy)-methyl)piperidine-1-carboxylate OC=1SC(=C(N1)[C@@H]1[C@@H](N(CCC1)C(=O)OC)CO[C@@H]1CC[C@@H](CC1)C1=CC=CC=C1)C